6-Bromo-1-(3-(4-(cyclohexylcarbonyl)piperazine-1-carbonyl)benzyl)quinazoline-2,4(1H,3H)-dione BrC=1C=C2C(NC(N(C2=CC1)CC1=CC(=CC=C1)C(=O)N1CCN(CC1)C(=O)C1CCCCC1)=O)=O